O1C(OCC1)C1=CC=C(C=C1)N=C=NO 4-(1,3-dioxolan-2-yl)-N-hydroxyphenylcarbodiimide